(S)-1-(4-(6-((6-((2,4-dimethoxybenzyl)amino)-2-(1-fluoroethyl)pyrimidin-4-yl)amino)-4-isopropoxypyridin-3-yl)-1H-pyrazol-1-yl)-2-methylpropan-2-ol COC1=C(CNC2=CC(=NC(=N2)[C@H](C)F)NC2=CC(=C(C=N2)C=2C=NN(C2)CC(C)(O)C)OC(C)C)C=CC(=C1)OC